FC=1C=C(CN2C3=C(C(=C(CC2=O)C(=O)NC)O)C=CC=C3)C=CC1F 1-(3,4-difluorobenzyl)-5-hydroxy-N-methyl-2-oxo-2,3-dihydro-1H-benzo[b]azepine-4-carboxamide